C(C1CO1)OC1=CC=C(C=C1)C(C)(C)C1=CC=C(C=C1)C(C)(C)C1=CC=C(C=C1)OCC1CO1 1,4-bis(2-(4-glycidyloxyphenyl)-2-propyl)benzene